ClC1=C(C=C(C=2C3=C(N(C12)C)CCNC([C@H]3C)=O)NC(CO)=O)Cl (S)-N-(7,8-Dichloro-1,6-dimethyl-2-oxo-1,2,3,4,5,6-hexahydroazepino[4,5-b]indol-10-yl)-2-hydroxyacetamide